CN1N=C(C(=C1)[N+](=O)[O-])O[C@@H]1[C@H](OC1)C 1-methyl-3-(((2R,3S)-2-methyloxetan-3-yl)oxy)-4-nitro-1H-pyrazole